(e)-4-((4-(4-(1H-1,2,3-triazol-1-yl)butyl)phenoxy)methyl)-2-((4-methyl)styryl)oxazole N1(N=NC=C1)CCCCC1=CC=C(OCC=2N=C(OC2)\C=C\C2=CC=C(C=C2)C)C=C1